[Cl-].CO[Si](CCC[N+](CCCCCCCCCCCCCCCCCC)(C)C)(OC)OC [3-(trimethoxysilyl)propyl]dimethyloctadecyl-ammonium chloride